(R)-N-(5-(2,4-difluorophenoxy)pyridin-2-yl)-2-((1r,4R)-4-hydroxycyclohexyl)propanamide FC1=C(OC=2C=CC(=NC2)NC([C@H](C)C2CCC(CC2)O)=O)C=CC(=C1)F